C(C)(C)(C)C1=CC=C(C=C1)N(C(=O)[C@@H]1NC[C@@H](C1)C)C(C(=O)NC1CCCCC1)C=1C=NC=CC1 (2R,4R)-N-(4-tert-butylphenyl)-N-[2-(cyclohexylamino)-2-oxo-1-(3-pyridyl)ethyl]-4-methyl-pyrrolidine-2-carboxamide